3-(4-((2-(2,4-dimethoxyphenyl)pyrimidin-4-yl)amino)-1-oxoisoindolin-2-yl)piperidine-2,6-dione COC1=C(C=CC(=C1)OC)C1=NC=CC(=N1)NC1=C2CN(C(C2=CC=C1)=O)C1C(NC(CC1)=O)=O